CC=1C(=NOC1C)C(=O)N1C[C@@]2(CC1)C=C(C(C(C2)(C)C)=O)C#N (5S)-2-(4,5-dimethyl-1,2-oxazole-3-carbonyl)-9,9-dimethyl-8-oxo-2-azaspiro[4.5]dec-6-ene-7-carbonitrile